FC=1C(=C2CN(C(C2=CC1)=O)C1CNCCC1)SCCCCCCC(N1CCCCC1)=O 3-(5-fluoro-1-oxo-4-((7-oxo-7-(piperidin-1-yl)heptyl)thio)isoindolin-2-yl)piperidine